ClC=1C=NC(=NC1)CC(C(=O)OCC)C(=O)OCC diethyl 2-[(5-chloropyrimidin-2-yl)methyl]propanedioate